7-fluoro-6-nitroquinazolin-4-amine FC1=C(C=C2C(=NC=NC2=C1)N)[N+](=O)[O-]